(Z)-ethyl 3-amino-2-(2-fluoro-3-methoxyphenyl)-2-butenoate N\C(=C(/C(=O)OCC)\C1=C(C(=CC=C1)OC)F)\C